methyl (2R)-3-[2-(cyclopropylmethoxy)phenyl]-2-hydroxy-propanoate C1(CC1)COC1=C(C=CC=C1)C[C@H](C(=O)OC)O